BrC=1C=CC(=NC1)N1CCC(CC1)CO [1-(5-bromopyridin-2-yl)piperidin-4-yl]Methanol